1-(4-methoxyphenyl)-N-[(2-thiomorpholinyl-4-pyridinyl)methyl]-methanamine COC1=CC=C(C=C1)CNCC1=CC(=NC=C1)N1CCSCC1